C(C1=CC=CC=C1)N1C2=C(C3=CC=CC=C13)C=CN1C2=NC(=C1)C1=CC=C(C=C1)F 11-Benzyl-2-(4-fluorophenyl)-11H-imidazo[1',2':1,2]pyrido[3,4-b]indole